4-(3-chlorophenyl)-1,2,3-dioxaphosphinane 2-oxide ClC=1C=C(C=CC1)C1P[O+](OCC1)[O-]